1-undecyl-3-propylpyrrolidinium methanesulfonate CS(=O)(=O)[O-].C(CCCCCCCCCC)[NH+]1CC(CC1)CCC